CC(C)CCC[C@@H](C)[C@H]1CC[C@H]2[C@@H]3CC=C4C[C@@H](O)CC[C@]4(C)[C@H]3CC[C@]12C.S(=O)(=O)([O-])[O-].[NH+]1=CC=CC=C1.[NH+]1=CC=CC=C1 pyridinium sulfate cholesterol salt